tris(di-n-propylamino)-4-vinylphenylsilane C(CC)N(CCC)[Si](C1=CC=C(C=C1)C=C)(N(CCC)CCC)N(CCC)CCC